C1(CC1)N1N=CC(=N1)C1=C(C(=NC=C1)NC1=C(N=NC(=C1)NC(N(C)C)=O)C(=O)NC([2H])([2H])[2H])OC 4-{[4-(2-cyclopropyl-2H-1,2,3-triazol-4-yl)-3-methoxypyridin-2-yl]amino}-6-[(dimethylcarbamoyl)amino]-N-(2H3)methylpyridazine-3-carboxamide